CC=1N(C=CN1)C1=NC(=NC=N1)N1CCC(CC1)C(=O)N1OCC[C@H]1C=1N=C(SC1)C [1-[4-(2-methylimidazol-1-yl)-1,3,5-triazin-2-yl]-4-piperidyl]-[(3S)-3-(2-methylthiazol-4-yl)isoxazolidin-2-yl]methanone